ethyl 1-(benzo[d]isothiazole-3-carboxamido)-8-(2-chloro-5-fluorophenyl)-6-oxo-5,6,7,8-tetrahydroimidazo[1,5-a]pyrazine-3-carboxylate S1N=C(C2=C1C=CC=C2)C(=O)NC=2N=C(N1C2C(NC(C1)=O)C1=C(C=CC(=C1)F)Cl)C(=O)OCC